N-((6-cyanopyridin-3-yl)methyl)-5-methoxy-2-morpholino-1,7-naphthyridine-6-carboxamide C(#N)C1=CC=C(C=N1)CNC(=O)C=1C(=C2C=CC(=NC2=CN1)N1CCOCC1)OC